(R or S)-2-(2-fluoro-5-(2-(((R)-((R)-7-fluoro-1,2,3,4-tetrahydropyrido[2,3-b]pyrazin-3-yl)(phenyl)methyl)amino)ethyl)phenyl)propanoic acid FC1=C(C=C(C=C1)CCN[C@H](C1=CC=CC=C1)[C@H]1CNC2=C(N1)N=CC(=C2)F)[C@H](C(=O)O)C |o1:28|